1-(2-ethoxy-5-fluoropyridin-4-yl)-6-fluoro-3,3-dimethyl-N-(4-methyl-1,1-dioxidotetrahydro-2H-thiopyran-4-yl)-2-oxoindoline-5-carboxamide C(C)OC1=NC=C(C(=C1)N1C(C(C2=CC(=C(C=C12)F)C(=O)NC1(CCS(CC1)(=O)=O)C)(C)C)=O)F